CC(C(=O)NC=1C=C(C(=O)NC2CCC(CC2)NC2=CC(=NC(=C2)C(F)(F)F)C(F)(F)F)C=CC1)C 3-(2-methylpropanamido)-N-[(1s,4s)-4-{[2,6-bis(trifluoromethyl)pyridin-4-yl]amino}cyclohexyl]benzamide